N,N-dimethyl-3-(4-(4,4,5,5-tetramethyl-1,3,2-dioxaborolan-2-yl)phenyl)oxetan-3-amine CN(C1(COC1)C1=CC=C(C=C1)B1OC(C(O1)(C)C)(C)C)C